BrC=1N=C2N(C[C@@H](N(C2=O)CC2=C(C(=O)OC)C=CC(=C2)F)COC)C1 (R)-methyl 2-((2-bromo-6-(methoxymethyl)-8-oxo-5,6-dihydroimidazo[1,2-a]pyrazin-7(8H)-yl) methyl)-4-fluorobenzoate